Methyl-((2S,E)-7-amino-1-((1-((4-(1-hydroxy-2-methylpropyl)-1H-benzo[d]imidazol-2-yl)methyl)-2-oxo-1,2-dihydropyridin-3-yl)amino)-1,7-dioxohept-5-en-2-yl)carbamat COC(N[C@H](C(=O)NC=1C(N(C=CC1)CC1=NC2=C(N1)C=CC=C2C(C(C)C)O)=O)CC\C=C\C(=O)N)=O